FC1=C(C(=CC(=C1)OC)F)C=1C(=NN(C1NC1=C(C=C(C=C1)OCC=C)[N+](=O)[O-])C)C 4-(2,6-difluoro-4-methoxyphenyl)-1,3-dimethyl-N-[2-nitro-4-(2-propen-1-yloxy)phenyl]-1H-pyrazol-5-amine